ClC1=C(C=CC=C1F)C=1CCSC2=C(C1C1=CC=C(C=C1)O[C@@H]1CN(CC1)CCCF)C=CC(=C2)O 4-(2-chloro-3-fluoro-phenyl)-5-[4-[(3S)-1-(3-fluoropropyl)pyrrolidin-3-yl]oxyphenyl]-2,3-dihydro-1-benzothiepin-8-ol